(R)-2-((1-(2-cyano-7-methyl-3-(4-(1-methyl-3-(trifluoromethyl)-1H-pyrazol-4-yl)piperazin-1-yl)quinoxalin-5-yl)ethyl)amino)benzoic acid C(#N)C1=NC2=CC(=CC(=C2N=C1N1CCN(CC1)C=1C(=NN(C1)C)C(F)(F)F)[C@@H](C)NC1=C(C(=O)O)C=CC=C1)C